NC=1NC(C=2N(C(N(C2N1)[C@@H]1O[C@@H]([C@@H]([C@H]1O)F)[C@H](CC)O)=O)CC(F)(F)F)=O 2-Amino-9-((2R,3S,4R,5R)-4-fluoro-3-hydroxy-5-((S)-1-hydroxypropyl)tetrahydrofuran-2-yl)-7-(2,2,2-trifluoroethyl)-7,9-dihydro-1H-purine-6,8-dione